7-(6-amino-3-chloro-2-fluorophenyl)-5-oxo-1,2,3,5,8,8a-hexahydroindolizine-3-carboxylic acid NC1=CC=C(C(=C1C1=CC(N2C(CCC2C1)C(=O)O)=O)F)Cl